CN(C)CCCC=C(C(=O)N)C 3-(N,N-dimethylamino)propylmethacrylamide